N-((2R,3S)-1-(5-cyanopyridin-2-yl)-2-((((CIS)-4-phenylcyclohexyl)oxy)methyl)pyrrolidin-3-yl)methanesulfonamide C(#N)C=1C=CC(=NC1)N1[C@H]([C@H](CC1)NS(=O)(=O)C)CO[C@@H]1CC[C@@H](CC1)C1=CC=CC=C1